4-chloro-5-(2-chloro-3,4-difluoro-phenoxy)pyrimidine ClC1=NC=NC=C1OC1=C(C(=C(C=C1)F)F)Cl